N1(CCOCC1)C1=NC=C(C=N1)C(=O)O 2-(morpholin-4-yl)pyrimidine-5-carboxylic acid